3-bromo-2-(chloromethyl)benzonitrile BrC=1C(=C(C#N)C=CC1)CCl